4,5-dihydroxy-tetrahydro-pyran OC1CCOCC1O